COC1=C(C=C(C=C1)C1(COC1)OC)S(=O)(=O)N(CC1=CC=C(C=C1)OC)CC1=CC=C(C=C1)OC 2-methoxy-N,N-bis(4-methoxybenzyl)-5-(3-methoxyoxetan-3-yl)benzenesulfonamide